4-ethynyl-2,2-dimethylOxazolidine-3-carboxylic acid tert-butyl ester C(C)(C)(C)OC(=O)N1C(OCC1C#C)(C)C